C(C)(=O)OC(OC(C)=O)[SiH2]CCC(F)(F)F Diacetyloxymethyl(3,3,3-trifluoropropyl)silan